C(#N)C1=CC(=C(C(=O)Cl)C=C1)CC 4-Cyano-2-ethylbenzoyl chloride